2-[4-[2-[(2R)-2-(difluoromethyl)azetidin-1-yl]-5-ethyl-6-(trifluoromethyl)pyrimidin-4-yl]pyrazol-1-yl]-1-piperazin-1-yl-ethanone FC([C@@H]1N(CC1)C1=NC(=C(C(=N1)C=1C=NN(C1)CC(=O)N1CCNCC1)CC)C(F)(F)F)F